cis-3-ethoxy-4-((5-isopropoxypyridin-2-yl)oxy)piperidine-1-carboxylic acid tert-butyl ester C(C)(C)(C)OC(=O)N1C[C@H]([C@H](CC1)OC1=NC=C(C=C1)OC(C)C)OCC